CC(CC=C1C2CC3(CC(CC1C3)(C2)C(=O)O)C2=CC=CC=C2)C 6-(3-methylbutylidene)-3-phenyladamantane-1-carboxylic acid